pentasilene [SiH2]=[SiH][SiH2][SiH2][SiH3]